[N+](#[C-])C1=CC=C(C(=O)OCC(NCCC2=CC=CC=C2)=O)C=C1 2-oxo-2-(phenethylamino)ethyl 4-isocyanobenzoate